(S)-2-amino-3-phenylpropionic acid hydrochloride Cl.N[C@H](C(=O)O)CC1=CC=CC=C1